CNC(O[C@@H]1CC[C@H](CC1)C(N(C[C@@H]1CC[C@H](CC1)C1=NC(=C(C=C1)OC)C)C1=CC(=CC=C1)C1=CN=C(S1)C(C)C)=O)=O trans-4-((3-(2-Isopropylthiazol-5-yl)phenyl)((trans-4-(5-methoxy-6-methylpyridin-2-yl)cyclohexyl)methyl)carbamoyl)cyclohexyl methylcarbamate